FC1=C(C=CC=C1C)C=1C=C2C(=NC1)C=NN2 6-(2-fluoro-3-methyl-phenyl)pyrazolo[4,3-b]pyridin